1-methyl (1R)-7-(3-((3aS,4S,6S,7aR)-3a,5,5-trimethylhexahydro-4,6-methanobenzo[d][1,3,2]dioxaborol-2-yl)propyl)-2-azabicyclo[2.2.1]heptane-1,2-dicarboxylate C[C@]12[C@H](OB(O1)CCCC1[C@@]3(N(CC1CC3)C(=O)[O-])C(=O)OC)C[C@H]3C([C@@H]2C3)(C)C